ClC1=NC=C2C=C(C(N(C2=C1)CC1CC1)=O)C1=C(C(=CC(=C1Cl)OC)OC)Cl 7-chloro-1-(cyclopropylmethyl)-3-(2,6-dichloro-3,5-dimethoxyphenyl)-1,6-naphthyridin-2(1H)-one